CC(C)NC(=O)NS(=O)(=O)C=1C=NC=CC1NC1=CC(=CC=C1)C N-[[(1-methylethyl)amino]carbonyl]-4-[(3-methylphenyl)amino]-3-pyridinesulfonylamine